C12CCCC(CC1)N2CC2=CC1=C(C(N(C=C1C(F)(F)F)C1=CC(=CC=C1)C1(CCC1)C1=NN=CN1C)=O)N2 2-(8-Azabicyclo[3.2.1]octan-8-ylmethyl)-6-[3-[1-(4-methyl-1,2,4-triazol-3-yl)cyclobutyl]phenyl]-4-(trifluoromethyl)-1H-pyrrolo[2,3-c]pyridin-7-one